C(C1=CC=CC=C1)N(C(OC(C)(C)C)=O)C(CCC1=CC=CC=C1)=O tert-butyl benzyl(3-phenylpropanoyl)carbamate